2,5-Dihydroxycyclohepten OC1=CCCC(CC1)O